7-(2,6-dioxopiperidin-3-yl)-4-((((2-fluoro-5-(trifluoromethoxy)phenyl)carbamoyl)oxy)methyl)-6-oxo-3,6,7,8-tetrahydropyrrolo[3,4-g]indole-1(2H)-carboxylic acid tert-butyl ester C(C)(C)(C)OC(=O)N1CCC2=C(C=C3C(=C12)CN(C3=O)C3C(NC(CC3)=O)=O)COC(NC3=C(C=CC(=C3)OC(F)(F)F)F)=O